2-(1,3-dimethyl-2,6-dioxo-1,2,3,6-tetrahydropurin-7-yl)-N-{4-[1-(2-trifluoromethylbenzyl)-1H-[1,2,3]triazol-4-yl]-phenyl}acetamide CN1C(N(C=2N=CN(C2C1=O)CC(=O)NC1=CC=C(C=C1)C=1N=NN(C1)CC1=C(C=CC=C1)C(F)(F)F)C)=O